C1(CCCCC1)C[C@H](C(=O)N1CC(C(CC1)(O)CN1C=C(C(=CC1=O)C1=CC=CC=C1)C(=O)O)(C)C)C 1-((1-((R)-3-cyclohexyl-2-methylpropionyl)-4-hydroxy-3,3-dimethylpiperidine-4-Yl)methyl)-6-oxo-4-phenyl-1,6-dihydropyridine-3-carboxylic acid